5-acetoxymethyl-2'-deoxyuridine C(C)(=O)OCC=1C(NC(N([C@H]2C[C@H](O)[C@@H](CO)O2)C1)=O)=O